3-(1-((1R,4R,5S)-2-azabicyclo[2.1.1]hexan-5-yl)-7-(2,3-dichlorophenyl)-6-fluoro-4-methyl-2-(5-oxo-1,2,3,5-tetrahydroindolizin-3-yl)-1H-pyrrolo[3,2-c]quinolin-8-yl)propanenitrile [C@H]12NC[C@H]([C@@H]1N1C(=CC=3C(=NC=4C(=C(C(=CC4C31)CCC#N)C3=C(C(=CC=C3)Cl)Cl)F)C)C3CCC1=CC=CC(N31)=O)C2